2-[2-[(3,6-difluoro-2-pyridinyl)amino]-3-pyridinyl]-5-fluoro-6-(5-methyl-1H-indazol-4-yl)pyrimidine-4-carboxamide FC=1C(=NC(=CC1)F)NC1=NC=CC=C1C1=NC(=C(C(=N1)C(=O)N)F)C1=C2C=NNC2=CC=C1C